ClC1=CC=C(C(=N1)C=1N=NN(N1)C([2H])([2H])[2H])NC(C)C=1C=C(C=C2C(N(C=3N(C12)C=NC3C3CCN(CC3)C(=O)C3CC3)C)=O)C 9-(1-((6-chloro-2-(2-(methyl-d3)-2H-tetrazol-5-yl)pyridin-3-yl)amino)ethyl)-3-(1-(cyclopropanecarbonyl)piperidin-4-yl)-4,7-dimethylimidazo[1,5-a]quinazolin-5(4H)-one